5-(2-ethoxypyridin-3-yl)-1-isopropyl-7-(2-(5-methoxypyridin-3-yl)ethyl)-3-methyl-1H-pyrazolo[4,3-b]Pyridine C(C)OC1=NC=CC=C1C1=CC(=C2C(=N1)C(=NN2C(C)C)C)CCC=2C=NC=C(C2)OC